4-[6-(2,2-difluoroethoxy)-3-(3-ethoxy-4-methoxybenzyl)-2,4-dioxo-3,4-dihydroquinazolin-1(2H)-yl]piperidine-1-carbaldehyde FC(COC=1C=C2C(N(C(N(C2=CC1)C1CCN(CC1)C=O)=O)CC1=CC(=C(C=C1)OC)OCC)=O)F